FC=1C=C(C=C2C=CN(C12)C1CN(C1)C(C=C)=O)C1=CC(=CC2=CC=CC=C12)O 1-(3-(7-fluoro-5-(3-hydroxynaphthalen-1-yl)-1H-indol-1-yl)azetidin-1-yl)prop-2-en-1-one